(S)-6-(4-chlorophenyl)-3-(1-hydroxypropan-2-yl)-8-(1-methyl-1H-pyrazol-4-yl)pyrido[3,4-d]pyrimidin-4(3H)-one ClC1=CC=C(C=C1)C1=CC2=C(N=CN(C2=O)[C@H](CO)C)C(=N1)C=1C=NN(C1)C